5-((5-cyclopropyl-3-(2,6-dichlorophenyl)isoxazol-4-yl)methoxy)-3,4-dihydronaphthalen-1(2h)-one C1(CC1)C1=C(C(=NO1)C1=C(C=CC=C1Cl)Cl)COC1=C2CCCC(C2=CC=C1)=O